C1(C=CC=C1)[Ti](C1=C(C=CC=C1F)F)C1C=CC=C1 bis(cyclopentadienyl)-2,6-difluorophenyl-titanium